1-(6-(trifluoromethyl)benzofuran-2-yl)ethan-1-one FC(C1=CC2=C(C=C(O2)C(C)=O)C=C1)(F)F